2-{3-[2-amino-6-(2-fluorophenyl)-7H-pyrrolo[2,3-d]pyrimidin-4-yl]-2-(hydroxymethyl)phenyl}-6-cyclopropyl-8-fluoroisoquinolin-1(2H)-one NC=1N=C(C2=C(N1)NC(=C2)C2=C(C=CC=C2)F)C=2C(=C(C=CC2)N2C(C1=C(C=C(C=C1C=C2)C2CC2)F)=O)CO